C(CC=CCCCCCC)=O Dec-3-en-1-one